C(C)(C)(C)C=1C(=NC=CC1S)N tert-butyl-2-aminopyridine-4-thiol